methyl (S)-4-((6-bromo-3,4-dihydro-2H-benzo[b][1,4]oxazin-2-yl)methyl)tetrahydro-2H-pyran-4-carboxylate BrC1=CC2=C(O[C@H](CN2)CC2(CCOCC2)C(=O)OC)C=C1